BrC1=NC(=C(C=C1Br)C)C 2,3-dibromo-5,6-dimethyl-pyridine